(E)-3-(2-nitrophenyl)acrolein [N+](=O)([O-])C1=C(C=CC=C1)/C=C/C=O